(1H-pyrrolo[2,3-c]pyridin-7-yl)methanone N1C=CC=2C1=C(N=CC2)C=O